4-amino-N-cyclopropyl-7-fluoro-1-(2,2,2-trifluoroethyl)-N-((5-(trifluoromethyl)-2-pyridinyl)methyl)-1H-pyrazolo[4,3-c]quinoline-8-carboxamide NC1=NC=2C=C(C(=CC2C2=C1C=NN2CC(F)(F)F)C(=O)N(CC2=NC=C(C=C2)C(F)(F)F)C2CC2)F